N-butyl-2,5-diphenylphosphinan-1-amine C(CCC)NP1C(CCC(C1)C1=CC=CC=C1)C1=CC=CC=C1